N-(3-{6-azaspiro[2.5]octane-6-yl}-4-{4-[8-(4,4-difluoropiperidin-1-yl)-2-Methylquinolin-6-yl]-1H-1,2,3-triazol-1-yl}phenyl)-2-hydroxyethane-1-sulfonamide C1CC12CCN(CC2)C=2C=C(C=CC2N2N=NC(=C2)C=2C=C1C=CC(=NC1=C(C2)N2CCC(CC2)(F)F)C)NS(=O)(=O)CCO